C(C(C)C)C(C(=O)OCCCC)C(C(=O)OCCCC)CC(C)C di-n-butyl 2,3-diisobutylsuccinate